CC(C[C@@H](C)N[S@](=O)C(C)(C)C)(C)C (R)-N-((R)-4,4-dimethylpentan-2-yl)-2-methylpropan-2-sulfinamide